ClC1=CC=C(C2=C1N(C(=N2)C)CC(=O)OC(C)(C)C)C(NC2C(NC(CC2)=O)=O)=O tert-Butyl 2-{7-chloro-4-[(2,6-dioxopiperidin-3-yl)carbamoyl]-2-methyl-1H-1,3-benzodiazol-1-yl}acetate